BrC1=CC=C(C=C1)C=1N=C2N(C=C(C=C2)[N+](=O)[O-])C1 2-(4-bromophenyl)-6-nitroimidazo[1,2-a]pyridine